(S)-1-trifluoromethyl-1-propylamine FC([C@H](CC)N)(F)F